BrC1=CC2=C(NC(C3N(C2=O)CCN(C3)C(C(OC3=CC=CC=C3)(F)F)=O)=O)C=C1 8-bromo-2-(2,2-difluoro-2-phenoxyacetyl)-1,3,4,12a-tetrahydrobenzo[e]pyrazino[1,2-a][1,4]diazepine-6,12(2H,11H)-dione